C(C)OC(COCCOCCN)=O O-ethyl-2-(2-(2-Aminoethoxy)ethoxy)acetic acid